N[C@H]1CCC2=C(C3=CC(=C(C(C=C13)=O)OC)C)C(=C(C(=C2)OC)OC)OC (S)-7-amino-1,2,3,10-tetramethoxy-11-methyl-6,7-dihydrobenzo[a]heptalen-9(5H)-one